(S)-3-(5-(3-methylpyrazolo[1,5-a]pyrimidin-5-yl)-1-oxoisoindolin-2-yl)piperidine-2,6-dione CC=1C=NN2C1N=C(C=C2)C=2C=C1CN(C(C1=CC2)=O)[C@@H]2C(NC(CC2)=O)=O